N'-acetyl-4-amino-N-(2-fluoro-4-(1-(1-methylcyclopropyl)-1H-pyrazol-4-yl)benzyl)-N',1-dimethyl-1H-pyrazolo[4,3-c]quinoline-8-carbohydrazide C(C)(=O)N(N(C(=O)C1=CC=2C3=C(C(=NC2C=C1)N)C=NN3C)CC3=C(C=C(C=C3)C=3C=NN(C3)C3(CC3)C)F)C